N1(CCC1)C1=CC2=C(C=C(O2)C(=O)NS(=O)(=O)C2=C(C=CC(=C2)C(C)(C)C)OCC(F)(F)F)C(=C1)F 6-(Azetidin-1-yl)-N-[(5-(tert-butyl)-2-(2,2,2-trifluoroethoxy)phenyl)sulfonyl]-4-fluorobenzofuran-2-carboxamide